CSCCC(=O)OC1CN(C1)C=1N=C(C2=C(N1)CC[S+]2[O-])N(C2CCOCC2)C [1-[4-[methyl(tetrahydropyran-4-yl)amino]-5-oxido-6,7-dihydro-thieno[3,2-d]pyrimidin-5-ium-2-yl]azetidin-3-yl] 3-methylsulfanylpropanoate